COC(C(NS(=O)(=O)C1=CC=C(C=C1)OC(F)(F)F)C1=C(C=CC=C1)Br)=O.C1(=CC=C(C=C1)N1NC(=CC(=N1)Cl)C=1C=CC2=C(OC3=C2C=CC=C3)C1)C1=CC=CC=C1 2-[1,1'-biphenyl]-4-yl-4-chloro-6-(3-dibenzofuranyl)triazine methyl-2-(2-bromophenyl)-2-((4-(trifluoromethoxy)phenyl)sulfonamido)acetate